4-(4-chloro-6-(6-azaspiro[3.4]oct-6-yl)pyridinamido)benzoic acid ClC1=CC(=NC(=C1)N1CC2(CCC2)CC1)C(=O)NC1=CC=C(C(=O)O)C=C1